ClC=1C=C(C=CC1OC1CCCC1)C1=NC(=NO1)N1C=CC2=CC(=CC=C12)C=O (5-(3-chloro-4-(cyclopentyloxy)phenyl)-1,2,4-oxadiazol-3-yl)-1H-indole-5-carbaldehyde